FC(C=1C=C(C(=NC1O[C@@H](CC=C)C)C(=O)OC)[N+](=O)[O-])F methyl 5-(difluoromethyl)-6-[(1R)-1-methylbut-3-enoxy]-3-nitropyridine-2-carboxylate